N-(6-methylpyridazin-3-yl)propionamide CC1=CC=C(N=N1)NC(CC)=O